3-cyano-2-(2-(4-(methylsulfonyl)phenyl)acetamido)-4,7-dihydrothieno[2,3-c]pyridin C(#N)C1=C(SC=2CN=CCC21)NC(CC2=CC=C(C=C2)S(=O)(=O)C)=O